FC=1C=C(C=C(C1OC1=C2C(=NC=C1)N(C=C2C(F)(F)F)COCC[Si](C)(C)C)F)NC(=S)NCCC(C)(C)NC(OC(C)(C)C)=O tert-butyl (4-{[(3,5-difluoro-4-{[3-(trifluoromethyl)-1-{[2-(trimethylsilyl)ethoxy]methyl}-1H-pyrrolo[2,3-b]pyridin-4-yl]oxy}phenyl)carbamothioyl]amino}-2-methylbutan-2-yl)carbamate